N-((1r,4r)-4-((3-(6-(methylcarbamoyl)pyridin-3-yl)-2-oxo-2,3-dihydro-1H-benzo[d]imidazol-1-yl)methyl)cyclohexyl)-2-(2,2,2-trifluoroethyl)-2H-indazole-3-carboxamide CNC(=O)C1=CC=C(C=N1)N1C(N(C2=C1C=CC=C2)CC2CCC(CC2)NC(=O)C=2N(N=C1C=CC=CC21)CC(F)(F)F)=O